C1(CCC1)C(=O)N1[C@H]([C@H](CC1)NS(=O)(=O)C)CC=1N=C(SC1)C1=C(C(=CC=C1)F)F N-(cis-1-(cyclobutylcarbonyl)-2-((2-(2,3-difluorophenyl)-1,3-thiazol-4-yl)methyl)pyrrolidin-3-yl)methanesulfonamide